C(C1=CC=CC=C1)N1[C@@H]2[C@H](N(C[C@@H]1CC2)C(=O)OC(C)(C)C)CC=O tert-butyl (1S,2R,5S)-8-benzyl-2-(2-oxoethyl)-3,8-diazabicyclo-[3.2.1]octane-3-carboxylate